CC1=C(NOC=C1)C(=O)O methyl-oxazinic acid